FC=1C=C(C(=NC1)OC)C1=CN(C2=NC(=CC=C21)N)COCC[Si](C)(C)C 3-(5-fluoro-2-methoxypyridin-3-yl)-1-[[2-(trimethylsilyl)ethoxy]methyl]pyrrolo[2,3-b]pyridin-6-amine